ethyl (E)-4-[4-(7-Chloro-2-methoxy-10,11-dihydro-dibenzo[b,f]azepin-5-yl)-butylamino]-but-2-enoate ClC1=CC2=C(CCC3=C(N2CCCCNC/C=C/C(=O)OCC)C=CC(=C3)OC)C=C1